1-(6-nitropiperidin-2-yl)octahydropyrrolo[3,4-b]pyrrole [N+](=O)([O-])C1CCCC(N1)N1C2C(CC1)CNC2